The molecule is a organic heterotricyclic compound that is 5-methyl-3-(morpholin-4-ylmethyl)-2,3-dihydro[1,4]oxazino[2,3,4-hi]indole substituted at position 6 by a 1-naphthylcarbonyl group. It has a role as an analgesic, a neuroprotective agent and an apoptosis inhibitor. It is an organic heterotricyclic compound, a member of morpholines, a naphthyl ketone and a synthetic cannabinoid. CC1=C(C2=C3N1[C@@H](COC3=CC=C2)CN4CCOCC4)C(=O)C5=CC=CC6=CC=CC=C65